N-[3-(6-chloro-1,3-benzothiazol-2-yl)-1-bicyclo[1.1.1]pentanyl]-2-(1-methylsulfonylethyl)oxazole-5-carboxamide ClC1=CC2=C(N=C(S2)C23CC(C2)(C3)NC(=O)C3=CN=C(O3)C(C)S(=O)(=O)C)C=C1